OC1=C(C(=CC(=C1)C(F)(F)F)C(F)(F)F)B(O)O (2-Hydroxy-4,6-bis(trifluoromethyl)phenyl)boronic Acid